Cl.CN methan-amine hydrochloride